CN1N=CC(=C1)C1=CC(=C2C=NC=NC2=C1)C=1C=CC(=NC1)N1CCN(CC1)C(=O)NCCC 4-(5-(7-(1-Methyl-1H-pyrazol-4-yl)quinazolin-5-yl)pyridin-2-yl)-N-propylpiperazine-1-carboxamide